NC1=C(C(=O)NC23CCC(CC2)(CC3)O)C=C(C=N1)C1=CC=C(C=C1)[C@]13CN(C[C@@H]3C1)CCN1CCOCC1 2-amino-N-(4-hydroxy-bicyclo[2.2.2]oct-1-yl)-5-(4-((1s,5r)-3-(2-morpholinoethyl)-3-azabicyclo[3.1.0]hex-1-yl)phenyl)nicotinamide